3-[1-ethyl-2-[2-(methoxymethyl)pyridin-3-yl]-5-(4,4,5,5-tetramethyl-1,3,2-dioxaborolan-2-yl)indol-3-yl]-2,2-dimethylpropan-1-ol C(C)N1C(=C(C2=CC(=CC=C12)B1OC(C(O1)(C)C)(C)C)CC(CO)(C)C)C=1C(=NC=CC1)COC